3-(4-(3-(2-hydroxyethoxy)propyl)-1-oxoisoindolin-2-yl)piperidine-2,6-dione OCCOCCCC1=C2CN(C(C2=CC=C1)=O)C1C(NC(CC1)=O)=O